C1(=CC=CC=C1)S(=O)(=O)OC(CCCC(C)(OC(C1=CC=CC=C1)=O)C)(C)C 2,6-dimethyl-2,6-heptanediol benzoate benzenesulfonate